Cl.NCC1=NC=CC(=C1F)NC 2-(aminomethyl)-3-fluoro-N-methylpyridin-4-amine hydrochloride